(R)-5-(5-chloropyrazolo[1,5-a]pyridin-3-yl)-N-(1-(4-(cyclopropanesulfonamido)pyridin-2-yl)propyl)thiazole-2-carboxamide ClC1=CC=2N(C=C1)N=CC2C2=CN=C(S2)C(=O)N[C@H](CC)C2=NC=CC(=C2)NS(=O)(=O)C2CC2